FC=1C=C(C=CC1)C(CC1NCC2C1CC(C2)(O)C2=CC(=CC=C2)OC)O [2-(3-fluorophenyl)-2-hydroxyethyl]-5-(3-methoxyphenyl)-octahydrocyclopenta[c]pyrrol-5-ol